(9-(naphthalen-1-yl)-9H-carbazol-3-yl)boric acid C1(=CC=CC2=CC=CC=C12)N1C2=CC=CC=C2C=2C=C(C=CC12)OB(O)O